tert-Butyl (1R,5S)-3-(7-chloro-8-fluoro-2-(2-(1-methyl-1H-imidazol-2-yl)ethoxy)pyrido[4,3-d]pyrimidin-4-yl)-3,8-diazabicyclo[3.2.1]octane-8-carboxylate ClC1=C(C=2N=C(N=C(C2C=N1)N1C[C@H]2CC[C@@H](C1)N2C(=O)OC(C)(C)C)OCCC=2N(C=CN2)C)F